BORAN-AMIN BN